(4-Bromopyridin-2-yl)(cyclopropylmethyl)carbamic acid tert-butyl ester C(C)(C)(C)OC(N(CC1CC1)C1=NC=CC(=C1)Br)=O